1-ethyl-5-methyl-4-[4-(4,4,5,5-tetramethyl-1,3,2-dioxaborolan-2-yl)phenyl]imidazole C(C)N1C=NC(=C1C)C1=CC=C(C=C1)B1OC(C(O1)(C)C)(C)C